(3S)-4-amino-N-cyclopropyl-3-methyl-N-((1R)-1-(5-(trifluoromethyl)-2-pyridinyl)ethyl)-1,3-dihydrofuro[3,4-c][1,7]naphthyridine-8-carboxamide NC1=NC=2C=NC(=CC2C2=C1[C@@H](OC2)C)C(=O)N([C@H](C)C2=NC=C(C=C2)C(F)(F)F)C2CC2